ditertiary butyl-hydroxytoluene C(C)(C)(C)C(C1=CC=CC=C1)(O)C(C)(C)C